FC=1C2=C(S(C1C)(=O)=O)C=CC(=C2)C=2C=1N(C(=NC2)NCC2=C(C=CC3=C2CCO3)F)C=NN1 3-fluoro-5-(5-(((5-fluoro-2,3-dihydrobenzofuran-4-yl)methyl)amino)-[1,2,4]triazolo[4,3-c]pyrimidin-8-yl)-2-methylbenzo[b]thiophene-1,1-dioxide